7-((2,5-Dichloropyrimidin-4-yl)amino)-2-methyl-isoindol-1-one 6-(2,6-Difluorophenyl)-4-((5-(3-oxomorpholino)pyridin-2-yl)amino)pyridazine-3-carboxylate FC1=C(C(=CC=C1)F)C1=CC(=C(N=N1)C(=O)O)NC1=NC=C(C=C1)N1C(COCC1)=O.ClC1=NC=C(C(=N1)NC=1C=CC=C2CN(C(C12)=O)C)Cl